O1C(C=CC=C1)=O pyranon